ClC1=CC(=C2C(=N1)C=NN2C)C=O C5-chloro-1-methyl-1H-pyrazolo[4,3-b]pyridine-7-carbaldehyde